ethyl (E)-3-(1-((tert-butoxycarbonyl)amino)-2,3-dihydro-1H-inden-5-yl)acrylate C(C)(C)(C)OC(=O)NC1CCC2=CC(=CC=C12)/C=C/C(=O)OCC